C1(CC1)[C@@H](NC(=O)[C@@H]1N([C@@H]2C[C@@H]2C1)C(=O)C1=NC=CC(=C1)C)C1=C(C=C(C(=C1)F)C(F)(F)F)F (1R,3R,5R)-N-((R)-cyclopropyl(2,5-difluoro-4-(trifluoromethyl)phenyl)methyl)-2-((4-methyl-2-pyridinyl)carbonyl)-2-azabicyclo[3.1.0]hexane-3-carboxamide